C1(CC1)C=1N=CC2=C3C(=CC(=C2C1)S(NCC(C)C)(=O)=O)[C@H](C[C@@H]3NC(N[C@H](C)C3=CC(=CC=C3)OC)=O)NC(=O)C=3C=NC=CC3 |r| N-[trans-(7SR,9SR)-3-cyclopropyl-5-(2-methylpropylsulfamoyl)-9-[[rac-(1R)-1-(3-methoxyphenyl)ethyl]carbamoylamino]-8,9-dihydro-7H-cyclopenta[h]isoquinolin-7-yl]pyridine-3-carboxamide